ClC=1C=C(C=CC1)NC=1NC(C=2NC=NC2N1)=O (3-chlorophenyl)guanine